8-(3-fluoro-2-(trifluoromethyl)phenyl)-9-(4-((1-(3-fluoropropyl)azetidin-3-ylidene)methyl)phenyl)-6,7-dihydro-5H-benzo[7]annulene-3-carboxylic acid FC=1C(=C(C=CC1)C=1CCCC2=C(C1C1=CC=C(C=C1)C=C1CN(C1)CCCF)C=CC(=C2)C(=O)O)C(F)(F)F